3-[(3R,4S)-4-methyl-3-[methyl(7H-pyrrolo[2,3-d]pyrimidin-4-yl)amino]piperidin-1-yl]-3-oxopropanenitrile C[C@@H]1[C@H](CN(CC1)C(CC#N)=O)N(C=1C2=C(N=CN1)NC=C2)C